(cis)-3-(4-bromo-2-fluoro-6-nitrophenylamino)-1-methylcyclobutanol BrC1=CC(=C(C(=C1)[N+](=O)[O-])NC1CC(C1)(O)C)F